COC(=O)C1=C(C=NC=C1)C(=O)[O-] 4-methoxycarbonylpyridine-3-carboxylate